3-trifluoromethyl-salicylic acid FC(C1=C(C(C(=O)O)=CC=C1)O)(F)F